2,4,6-trihydroxy-3-(4-methylpentanoyl)benzaldehyde OC1=C(C=O)C(=CC(=C1C(CCC(C)C)=O)O)O